C(C1=CC=CC=C1)O[C@@H]1[C@H]([C@@H](O[C@@H]([C@H]1O)COS(=O)(=O)O)NC(=O)NC1=CC(=CC=C1)[C@H]1[C@H]([C@](CS(C2=C1C=C(C=C2)N(C)C)(=O)=O)(CC)CCCC)O)O N-(3-O-benzyl-6-O-sulfo-β-D-glucopyranosyl)-N'-{3-[(3S,4R,5R)-3-butyl-7-(dimethylamino)-3-ethyl-4-hydroxy-1,1-dioxo-2,3,4,5-tetrahydro-1H-1λ6-benzothiepin-5-yl]phenyl}urea